2,6-dimethyl-heptan-2-ol CC(C)(CCCC(C)C)O